CN1N=CC(=C1S(=O)(=O)N1CCC(CC1)OC=1C2=C(N=CN1)C=CS2)C 4-((1-((1,4-dimethyl-1H-pyrazol-5-yl)sulfonyl)piperidin-4-yl)oxy)thieno[3,2-d]pyrimidine